CN1CCC(CC1)OC=1C=CC(=NC1)[N+](=O)[O-] 5-((1-methylhexahydropyridin-4-yl)oxy)-2-nitropyridine